C(C)(=O)C1=CC=C(C=C1)N1C(N2N(CC=C3C2C=2C=CC(=CC2OC3(C)C)[N+](=O)[O-])C1=O)=O 2-(4-acetylphenyl)-7,7-dimethyl-10-nitro-5,12b-dihydro-1H,7H-chromeno[4,3-c][1,2,4]triazolo[1,2-a]pyridazine-1,3(2H)-dione